2-Bromo-1-(3-bromophenyl)ethan-1-one tert-butyl-(S)-((2'-(3-amino-2-chlorophenyl)-3'-chloro-6-(difluoromethoxy)-[2,4'-bipyridin]-5-yl)methyl)((5-oxopyrrolidin-2-yl)methyl)carbamate C(C)(C)(C)OC(N(C[C@H]1NC(CC1)=O)CC=1C=CC(=NC1OC(F)F)C1=C(C(=NC=C1)C1=C(C(=CC=C1)N)Cl)Cl)=O.BrCC(=O)C1=CC(=CC=C1)Br